(S)-N-((S)-1-cyano-2-((S)-2-oxopyrrolidin-3-yl)ethyl)-2-(3-(3,5-difluorophenyl)propanamido)-3-(3-fluorophenyl)propenamide C(#N)[C@H](C[C@H]1C(NCC1)=O)NC(C(=CC1=CC(=CC=C1)F)NC(CCC1=CC(=CC(=C1)F)F)=O)=O